C(C)(C)(C)C1CCC(CC1)CC(=O)O.C(C)(C)(C)C1CCC(CC1)CC(=O)O Para-tert-butylcyclohexylacetate (4-(tert-butyl) cyclohexyl acetate)